1,12-tridecadiene C=CCCCCCCCCCC=C